COC(=O)C=1C=CC2=C(N(C(=N2)CC2=C(C=C(C=C2)C2=NC(=CC=C2)OCC2=C(C=C(C=C2)C#N)F)F)C[C@H]2NCC2)C1.C1=CC=CC2=CC=CC=C12 naphthalen Methyl-(S)-1-(azetidin-2-ylmethyl)-2-(4-(6-((4-cyano-2-fluorobenzyl)oxy)pyridin-2-yl)-2-fluorobenzyl)-1H-benzo[d]imidazole-6-carboxylate